2-(4-(3-methoxy-4-((8-((tetrahydro-2H-pyran-4-yl)amino)pyrido[3,4-d]pyrimidin-2-yl)amino)phenyl)-1H-pyrazol-1-yl)ethanol COC=1C=C(C=CC1NC=1N=CC2=C(N1)C(=NC=C2)NC2CCOCC2)C=2C=NN(C2)CCO